C1=CC=CC=2C3=CC=CC=C3C(C12)COC(=O)N(N(C)CC=1N(C2=CC=CC=C2C1)CCC(=O)NC(C(NCCOCCOCCC(N(C(C(=O)[O-])C)C)=O)=O)CCC(=O)[O-])C 15-(3-(2-((2-(((9H-fluoren-9-yl)methoxy)carbonyl)-1,2-dimethylhydrazinyl)methyl)-1H-indol-1-yl)propanamido)-2,3-dimethyl-4,14-dioxo-7,10-dioxa-3,13-diazaoctadecane-1,18-dioate